2-(2-cyclopropyl-1H-pyrrolo[2,3-b]pyridin-4-yl)-6-(3-methylmorpholino)pyrimidine C1(CC1)C1=CC=2C(=NC=CC2C2=NC(=CC=N2)N2C(COCC2)C)N1